6-(3-amino-5-fluoro-6-(4-((1S,5R)-3-isopropyl-3-azabicyclo[3.1.0]hexane-1-yl)phenyl)pyrazin-2-yl)-7-fluoro-3,4-dihydroisoquinolin-1(2H)-one NC=1C(=NC(=C(N1)F)C1=CC=C(C=C1)[C@]12CN(C[C@@H]2C1)C(C)C)C=1C=C2CCNC(C2=CC1F)=O